F[C@H]1CN(CCC1)S(=O)(=O)C (3R,4S)-3-fluoro-1-methanesulfonylpiperidin